5-Methoxy-N-((1s,4s)-4-((7-morpholino-1,6-naphthyridin-5-yl)oxy)cyclohexyl)pyrimidin-2-amine COC=1C=NC(=NC1)NC1CCC(CC1)OC1=C2C=CC=NC2=CC(=N1)N1CCOCC1